6-(p-tolyl)naphthalen-2-amine C1(=CC=C(C=C1)C=1C=C2C=CC(=CC2=CC1)N)C